FC(C1=NC=CC(=N1)C1=NC(=NC(=N1)N[C@@H](C(F)(F)F)C)N[C@@H](C(F)(F)F)C)(F)F 6-(2-(Trifluoromethyl)pyrimidin-4-yl)-N2,N4-bis((R)-1,1,1-trifluoropropan-2-yl)-1,3,5-triazine-2,4-diamine